FC(C1=CC=C(C=C1)C1=NNC2=C(C=CC=C12)C(=O)N)(F)F 3-(4-(trifluoromethyl)phenyl)-1H-indazole-7-carboxamide